(3R)-2-amino-3-(tert-butoxy)butanoic acid NC(C(=O)O)[C@@H](C)OC(C)(C)C